carboxypyridin C(=O)(O)C1=NC=CC=C1